3-[3-(2-chloro-6-methyl-4-pyridinyl)-5-[[(1s,2s)-2,3-dihydroxy-1-methyl-propyl]amino]pyrazolo[1,5-a]pyrimidin-2-yl]benzonitrile ClC1=NC(=CC(=C1)C=1C(=NN2C1N=C(C=C2)N[C@H]([C@@H](CO)O)C)C=2C=C(C#N)C=CC2)C